N(CCC1=COC2=C1C=C(C=C2)C[C@H](C(=O)O)[C@@H]2CNCC2)(CCC2=COC1=C2C=C(C=C1)C[C@H](C(=O)O)[C@@H]1CNCC1)CCC1=COC2=C1C=C(C=C2)C[C@H](C(=O)O)[C@@H]2CNCC2 (2S,2'S,2''S)-3,3',3''-((nitrilotri(ethane-2,1-diyl))tri(benzofuran-3,5-diyl))tri(2-((R)-pyrrolidin-3-yl)propionic acid)